4-[[6-chloro-4-(methylamino)-3-pyridinyl]methylamino]-3,4-dihydro-2H-quinoline-1-carboxylic acid tert-butyl ester C(C)(C)(C)OC(=O)N1CCC(C2=CC=CC=C12)NCC=1C=NC(=CC1NC)Cl